(E)-Allyl 3-(4-(allyloxy)phenyl)-2-methylacrylate C(C=C)OC1=CC=C(C=C1)/C=C(/C(=O)OCC=C)\C